CC1=CC(=NC2=CC=C(C=C12)NC(=S)NCCCN1CCN(CC1)C)N1CCN(CC1)C 1-(4-methyl-2-(4-methylpiperazin-1-yl)quinolin-6-yl)-3-(3-(4-methylpiperazin-1-yl)propyl)thiourea